α-linolenic acid amide C(CCCCCCC\C=C/C\C=C/C\C=C/CC)(=O)N